(3R)-3-amino-7-(5-tert-butyl-1,3,4-oxadiazol-2-yl)-1,1-dioxo-5-[[4-[3-(trifluoromethyl)-1,2,4-oxadiazol-5-yl]phenyl]methyl]-2,3-dihydro-1λ6,5-benzothiazepine-4-One N[C@H]1CS(C2=C(N(C1=O)CC1=CC=C(C=C1)C1=NC(=NO1)C(F)(F)F)C=C(C=C2)C=2OC(=NN2)C(C)(C)C)(=O)=O